OC[C@@H]1N([C@@H](CC1)CO)C(=O)OCC1=CC=CC=C1 cis-benzyl 2,5-bis(hydroxymethyl)pyrrolidine-1-carboxylate